(E)-2-(4-(2-fluorophenylvinyl)phenyl)-1-methyl-1H-imidazole FC1=C(C=CC=C1)/C=C/C1=CC=C(C=C1)C=1N(C=CN1)C